ClC1=NC(=NC(=N1)C1=NC(=CC=C1)C(F)(F)F)NC1=CC(=NC=C1)C(F)(F)F 4-chloro-6-(6-(trifluoromethyl)pyridin-2-yl)-N-(2-(trifluoromethyl)pyridin-4-yl)-1,3,5-triazin-2-amine